Trimethylhydroxypropylammonium caprate [O-]C(=O)CCCCCCCCC.C[N+](CCCO)(C)C